{2'-amino-[1,1'-biphenyl]-2-yl}(chloro)palladium NC1=C(C=CC=C1)C1=C(C=CC=C1)[Pd]Cl